3-(3-chloro-4-fluorophenyl)-1-(8,9-difluoro-6-oxo-1,2,3,4,5,6-hexahydrophenanthridin-1-yl)-1-methylurea ClC=1C=C(C=CC1F)NC(N(C)C1CCCC=2NC(C3=CC(=C(C=C3C12)F)F)=O)=O